N1CC(C1)[C@H](CO)NC(=O)C1=CC2=CC=CC(=C2C=C1)OC1=CC=C(C=C1)C(F)(F)F (R)-N-(1-(azetidin-3-yl)-2-hydroxyethyl)-5-(4-(trifluoromethyl)phenoxy)-2-naphthamide